O=C1NC(CCC1N1C(C2=CC=C(C=C2C1=O)C(C=O)=O)=O)=O 2-[2-(2,6-dioxo-3-piperidyl)-1,3-dioxo-isoindolin-5-yl]Oxoacetaldehyde